2-(3-((3S,4S)-3-Fluoro-4-hydroxypiperidin-1-carbonyl)-5,6-dihydrocyclopenta[c]pyrazol-1(4H)-yl)-1-(4-(1,2,3,4-tetrahydronaphthalin-1-yl)piperazin-1-yl)ethanon F[C@H]1CN(CC[C@@H]1O)C(=O)C=1C2=C(N(N1)CC(=O)N1CCN(CC1)C1CCCC3=CC=CC=C13)CCC2